N1C(=CC=2C=NC=CC21)CNC(=O)[C@H]2N(C[C@](C2)(COC)F)C(CNC(=O)C=2C=CC=1C(C3=CC=CC=C3C1C2)(F)F)=O (2S,4R)-N-((1H-pyrrolo[3,2-c]pyridin-2-yl)methyl)-1-((9,9-difluoro-9H-fluorene-3-carbonyl)glycyl)-4-fluoro-4-(methoxymethyl)pyrrolidine-2-carboxamide